1-phenyl-5-((trimethylsilyl)methyl)-4,5-dihydro-1H-pyrazole-3-carboxylic acid ethyl ester C(C)OC(=O)C1=NN(C(C1)C[Si](C)(C)C)C1=CC=CC=C1